O-(3-hydroxypropyl)-L-serine OCCCOC[C@H](N)C(=O)O